C(C)(C)(C)OC(=O)N1N=C(C2=CC=C(C=C12)[C@@H]1C[C@@]12C(N(C1=CC=C(C=C21)OC)C(=O)OC(C)(C)C)=O)NC2=NC(=CN=C2OC)C2CC2 tert-butyl (1R,2S)-2-(1-(tert-butoxycarbonyl)-3-[(6-cyclopropyl-3-methoxypyrazin-2-yl)amino]indazol-6-yl)-5'-methoxy-2'-oxospiro[cyclopropane-1,3'-indole]-1'-carboxylate